di(trimethylsilyl)zinc C[Si](C)(C)[Zn][Si](C)(C)C